2-amino-3-(2-amino-3-carboxyphenoxy)benzoic acid NC1=C(C(=O)O)C=CC=C1OC1=C(C(=CC=C1)C(=O)O)N